F.C1(CC=C(C=CC)C=C1)OC Dihydroanethole hydrogen fluoride